Phenyl ((R)-5-acetamido-1-((2S,4R)-2-(((S)-1-(4-ethynylphenyl)ethyl)carbamoyl)-4-hydroxypyrrolidin-1-yl)-3,3-dimethyl-1-oxopentan-2-yl)carbamate C(C)(=O)NCCC([C@H](C(=O)N1[C@@H](C[C@H](C1)O)C(N[C@@H](C)C1=CC=C(C=C1)C#C)=O)NC(OC1=CC=CC=C1)=O)(C)C